4-oxobenzo[d][1,2,3]triazine-3(4H)-yl methanesulfonate CS(=O)(=O)ON1N=NC2=C(C1=O)C=CC=C2